(2,4,6-tris(trifluoromethyl)phenyl)gallium FC(C1=C(C(=CC(=C1)C(F)(F)F)C(F)(F)F)[Ga])(F)F